(4-[tri(isopropyl)silyl]-tetrafluorophenyl)boron C(C)(C)[Si](C1=C(C(=C(C(=C1F)F)[B])F)F)(C(C)C)C(C)C